(3S)-7-((2S,5R)-4-acryloyl-2,5-dimethylpiperazin-1-yl)-9-chloro-10-(2,4-difluorophenyl)-3-((4-methylpiperazin-1-yl)-methyl)-2H-[1,4]-oxazino[2,3,4-ij]-quinazolin-5(3H)-one C(C=C)(=O)N1C[C@@H](N(C[C@H]1C)C1=NC(N2C3=C(C(=C(C=C13)Cl)C1=C(C=C(C=C1)F)F)OC[C@@H]2CN2CCN(CC2)C)=O)C